BrC=1C=2N(C=C(C1)Cl)C=C(N2)C(=O)N2C[C@@H]([C@H](CC2)N2CC1=CC=CC=C1CC2)O (8-bromo-6-chloroimidazo[1,2-a]pyridin-2-yl)[(3S,4S)-4-(3,4-dihydroisoquinolin-2(1H)-yl)-3-hydroxypiperidin-1-yl]methanone